ClC1=C(C(=O)N(C)C)C(=CC(=C1)NC1CN(C1)C1CCN(CC1)C([C@@](C(F)(F)F)(C1=CC=CC=C1)O)=O)Cl (R)-2,6-dichloro-N,N-dimethyl-4-(1-(1-(3,3,3-trifluoro-2-hydroxy-2-phenylpropanoyl)piperidin-4-yl)azetidin-3-ylamino)benzamide